4-chloro-N-((4R,5S,7R,8R,9S,10R)-8,10-dihydroxy-7-(hydroxymethyl)-9-(4-(3,4,5-trifluorophenyl)-1H-1,2,3-triazol-1-yl)-1,6-dioxaspiro[4.5]dec-4-yl)-1H-indole-3-carboxamide ClC1=C2C(=CNC2=CC=C1)C(=O)N[C@@H]1CCO[C@]12O[C@@H]([C@@H]([C@@H]([C@H]2O)N2N=NC(=C2)C2=CC(=C(C(=C2)F)F)F)O)CO